trans-5-[6-[2-(3-pyridylmethyl)quinuclidin-3-yl]oxypyridazin-3-yl]-1H-indole N1=CC(=CC=C1)CC1N2CCC(C1OC1=CC=C(N=N1)C=1C=C3C=CNC3=CC1)CC2